ClC1=C(C=C(C=C1)O)CC(=O)NC1=CC(=C(C=C1)N1N=CC(=C1)C#N)S(N)(=O)=O 2-(2-chloro-5-hydroxyphenyl)-N-[4-(4-cyano-1H-pyrazol-1-yl)-3-sulfamoylphenyl]acetamide